P(=O)(OC1=CC(=C(C=C1)CN1C(N([C@H](C2=CC=C(C=C12)C(NCC1=C(C=C(C=C1F)F)F)=O)C)C)=O)F)(O)O (S)-4-((3,4-dimethyl-2-oxo-7-((2,4,6-trifluorobenzyl) carbamoyl)-3,4-dihydroquinazolin-1(2H)-yl)methyl)-3-fluorophenyl dihydrogen phosphate